2-(3-(4-((5-amino-6-fluoro-7-(8-methyl-2,3-dihydro-1H-pyrido[2,3-b][1,4]oxazin-7-yl)quinazolin-2-yl)amino)-1H-pyrazol-1-yl)bicyclo[1.1.1]pentan-1-yl)propan-2-ol NC1=C2C=NC(=NC2=CC(=C1F)C1=C(C2=C(OCCN2)N=C1)C)NC=1C=NN(C1)C12CC(C1)(C2)C(C)(C)O